CC(C(=NO)C1=CC=CC=C1)(C(=C)C)C 2,2,3-trimethyl-1-phenylbut-3-en-1-one oxime